N,N-dibenzyl-4-(methoxy-d3)cyclohexan-1-amine C(C1=CC=CC=C1)N(C1CCC(CC1)OC([2H])([2H])[2H])CC1=CC=CC=C1